C(C)(C)(C)OC(=O)\N=C/1\N(C(CC(N1)(CC)CC)=O)[C@H](CCOC)[C@H]1[C@@H](C1)C(=O)OCC (1R,2R)-ethyl 2-((R)-1-((E)-2-((tert-butoxycarbonyl)imino)-4,4-diethyl-6-oxotetrahydropyrimidin-1(2H)-yl)-3-methoxypropyl)cyclopropanecarboxylate